FC=1C=C(C=C(C1OC1=CC=C(C=C1)F)F)S(=O)(=O)N1C2(CN(CC1CC2)C(=O)OCCOC)C(NO)=O 2-methoxyethyl 8-((3,5-difluoro-4-(4-fluorophenoxy)phenyl)sulfonyl)-1-(hydroxycarbamoyl)-3,8-diazabicyclo[3.2.1]octane-3-carboxylate